8-methyl-1,2,3,4-tetrahydroquinolin-4-amine CC=1C=CC=C2C(CCNC12)N